(3-(pyrrolidin-1-yl)propoxy)quinazolin-4-amine N1(CCCC1)CCCOC1=NC2=CC=CC=C2C(=N1)N